CC=1C=C(C(=C2C=CNC12)CN1N=C2N=C(C=CC2=C1)C#N)S(=O)(=O)C 2-((7-methyl-5-(methylsulfonyl)-1H-indol-4-yl)methyl)-2H-pyrazolo-[3,4-b]pyridine-6-carbonitrile